Cl.NC1=NC(=C(C(=N1)N)OCCCOC=1C=C(COC=2C=C(C=CC2)/C=C/C(=O)NO)C=CC1)CC (E)-3-(3-(3-[3-(2,4-Diamino-6-ethylpyrimidin-5-yloxy)propoxy]benzyloxy)phenyl)-N-hydroxyacrylamide hydrochloride